(5'S)-3'-oxotetrahydro-3'H-spiro[piperidine-4,2'-pyrrolo[2,1-b]oxazol]-1,5'-dicarboxylic acid O=C1N2C(OC13CCN(CC3)C(=O)O)CC[C@H]2C(=O)O